Ethyl 2-ethyl-2-{[6-({(1S,2R)-2-[(fluoromethoxy)methyl]cyclopropyl}methoxy)-5-(3-methoxyazetidin-1-yl)pyridine-2-carbonyl]amino}butanoate C(C)C(C(=O)OCC)(CC)NC(=O)C1=NC(=C(C=C1)N1CC(C1)OC)OC[C@@H]1[C@@H](C1)COCF